phenyloxoacetic acid C1(=CC=CC=C1)C(C(=O)O)=O